O=C1N(C(CC1)=O)[C@@H]1CC([C@@H]2N1C=C(C1=CC=CC=C21)C(=O)OC)(C(=O)OC)C(=O)OC Trimethyl (3R,10bR)-3-(2,5-dioxopyrrolidin-1-yl)-2,3-dihydropyrrolo[2,1-a]isoquinoline-1,1,6(10bH)-tricarboxylate